N-(3-(3-(5-methyl-1H-pyrazol-1-yl)prop-1-en-2-yl)phenyl)-6-(trifluoromethyl)picolinamide CC1=CC=NN1CC(=C)C=1C=C(C=CC1)NC(C1=NC(=CC=C1)C(F)(F)F)=O